ClC1=C(C=C2C=C(N=CC2=C1)NC(=O)[C@H]1[C@@H](C1)C=1C=NN(C1C(F)(F)F)C)C1CCN(CC1)[C@@]1(COC[C@@H]1O)C (1R,2R)-N-(7-chloro-6-(1-((3R,4R)-4-hydroxy-3-methyltetrahydrofuran-3-yl)piperidin-4-yl)isoquinolin-3-yl)-2-(1-methyl-5-(trifluoromethyl)-1H-pyrazol-4-yl)cyclopropane-1-carboxamide